2,14-dimethyl-1,15-pentadecanediol CC(CO)CCCCCCCCCCCC(CO)C